4-(4-(benzo[d]thiazol-5-ylamino)quinolin-6-yl)-3-fluoro-N-methylbenzamide S1C=NC2=C1C=CC(=C2)NC2=CC=NC1=CC=C(C=C21)C2=C(C=C(C(=O)NC)C=C2)F